C(C1=CC=CO1)(=O)OC methyl Furfurate